2-[3-chloro-4-[8-[3-chloro-4-[4-[2-(dimethylamino)ethyl-amino]piperidine-1-carbonyl]anilino]imidazo[1,2-a]pyrazin-3-yl]-2-fluoro-phenoxy]acetonitrile ClC=1C(=C(OCC#N)C=CC1C1=CN=C2N1C=CN=C2NC2=CC(=C(C=C2)C(=O)N2CCC(CC2)NCCN(C)C)Cl)F